CC(C)(CCCC1=CC=C(C=C1)C)O 2-methyl-5-(4-methylphenyl)pentan-2-ol